di(3-methyl-3-methoxybutyl peroxy) dicarbonate C(=O)(OOOCCC(C)(OC)C)OC(=O)OOOCCC(C)(OC)C